3-(5-methylisoxazol-3-yl)propan-1-one CC1=CC(=NO1)CCC=O